tert-butyl (trans)-4-{2-chloro-7-oxo-5H-pyrrolo[3,4-b]pyridin-6-yl}cyclohexane-1-carboxylate ClC1=CC=C2C(=N1)C(N(C2)[C@@H]2CC[C@H](CC2)C(=O)OC(C)(C)C)=O